CC(C)OC1=CC=C(C=C1)CN [4-(propan-2-yloxy)phenyl]methanamine